4-[2-(6-methyl-pyridine-2-yl)-5,6-dihydro-4H-pyrrolo[1,2-b]pyrazole-3-yl]-quinoline-6-carboxylic acid amide CC1=CC=CC(=N1)C=1C(=C2N(N1)CCC2)C2=CC=NC1=CC=C(C=C21)C(=O)N